BrC=1N=C(C=2N(C1)C=CN2)NC2=CC=C(C=C2)N2CCN(CC2)C2COC2 6-Bromo-N-(4-(4-(oxetan-3-yl)piperazin-1-yl)phenyl)imidazo[1,2-a]pyrazin-8-amine